Tert-butyl (1R,5S)-3-(3,6-dichloroisoquinolin-1-yl)-3,8-diazabicyclo[3.2.1]octan-8-carboxylate ClC=1N=C(C2=CC=C(C=C2C1)Cl)N1C[C@H]2CC[C@@H](C1)N2C(=O)OC(C)(C)C